methyl-4-amino-3-chloro-6-[1-(2,2-dimethylpropanoyl)-7-fluoro-1H-indol-6-yl]-5-fluoropyridine-2-carboxylate COC(=O)C1=NC(=C(C(=C1Cl)N)F)C1=CC=C2C=CN(C2=C1F)C(C(C)(C)C)=O